COC(=O)C1=NC(=CN=C1N)C=1N(C=NC1)C 3-amino-6-(3-methylimidazole-4-yl)pyrazine-2-carboxylic acid methyl ester